O1C(=NC2=C1C=CC=C2)C2CCN(CC2)C2=C(C(N(C1=C(C=CC=C21)Cl)C)=O)C#N 4-[4-(1,3-benzoxazol-2-yl)piperidin-1-yl]-8-chloro-1-methyl-2-oxo-1,2-dihydroquinoline-3-carbonitrile